4-methyl-1-(pyridin-3-yl)-5-(2-(trifluoromethyl)phenyl)-1H-pyrrole-3-carboxylic acid CC=1C(=CN(C1C1=C(C=CC=C1)C(F)(F)F)C=1C=NC=CC1)C(=O)O